COC1(OOC(CC1COC1=NC=C(C=C1)C)(C)C)C (3-methoxy-3,6,6-trimethyl-1,2-dioxan-4-yl)methoxy-5-methylpyridine